3,3,3-trifluoro-1-chloropropene FC(C=CCl)(F)F